N-[5-(2,3-difluorobenzyl)-6,6-dimethyl-1,4,5,6-tetrahydropyrrolo[3,4-c]pyrazol-3-yl]-4-N-methylpiperazinylbenzamide FC1=C(CN2C(C=3NN=C(C3C2)NC(C2=C(C=CC=C2)N2CCN(CC2)C)=O)(C)C)C=CC=C1F